methyl 2-((2-(((tert-butoxycarbonyl) (2-(6-methoxy-3-nitropyridin-2-yl) ethyl)-amino) methyl)-3-(difluoromethyl) phenyl) amino)-4,5-difluoro-benzoate C(C)(C)(C)OC(=O)N(CCC1=NC(=CC=C1[N+](=O)[O-])OC)CC1=C(C=CC=C1C(F)F)NC1=C(C(=O)OC)C=C(C(=C1)F)F